benzimidazole-butyric acid N1=C(NC2=C1C=CC=C2)CCCC(=O)O